5-((3R,5S)-3-amino-5-(trifluoromethyl)piperidin-1-yl)quinoline-8-carbonitrile N[C@H]1CN(C[C@H](C1)C(F)(F)F)C1=C2C=CC=NC2=C(C=C1)C#N